3-((3-(2-(4-Aminobutanamido)ethyl)-5-methoxyphenyl)amino)-6-ethyl-5-((tetrahydro-2H-pyran-4-yl)amino)pyrazine-2-carboxamide NCCCC(=O)NCCC=1C=C(C=C(C1)OC)NC=1C(=NC(=C(N1)NC1CCOCC1)CC)C(=O)N